O=C1NC(CCC1N1CCC2=C(C(=C(C=C12)F)C1CCC(CC1)OC(NC)=O)F)=O [4-[1-(2,6-dioxo-3-piperidyl)-4,6-difluoro-indolin-5-yl]cyclohexyl]-N-methylcarbamate